bis(butyltoluene) nickel [Ni].C(CCC)CC1=CC=CC=C1.C(CCC)CC1=CC=CC=C1